OC[C@@]1(N(CCC1)C(=O)OC(C)(C)C)C tert-butyl (2R)-2-(hydroxymethyl)-2-methylpyrrolidine-1-carboxylate